(S)-4-amino-N-(5-(1-amino-2-ethoxyethyl)pyridin-3-yl)-1-(4-(methoxymethyl)-2,6-dimethylphenyl)-6-oxo-1,6-dihydropyrimidine-5-carboxamide NC=1N=CN(C(C1C(=O)NC=1C=NC=C(C1)[C@@H](COCC)N)=O)C1=C(C=C(C=C1C)COC)C